C(C(C)C)C1=CC(=CC2=C1C(N1[C@@H](CO2)C[C@@H](C1)OC1=NC=C2CCC(NC2=C1)=O)=O)C (2S,11aR)-6-Isobutyl-8-methyl-2-((2-oxo-1,2,3,4-tetrahydro-1,6-naphthyridin-7-yl)oxy)-2,3,11,11a-tetrahydro-1H,5H-benzo[f]pyrrolo[2,1-c][1,4]oxazepin-5-one